Azolamine N1C(=CC=C1)N